C(C)O[C@H]1[C@@H](SC=2C(=NC=C(C2)Cl)C#N)O[C@@H]([C@@H]([C@@H]1N1N=NC(=C1)C=1SC=CN1)O)CO 5-chloro-2-cyanopyridin-3-yl 3-deoxy-2-O-ethyl-3-[4-(2-thiazolyl)-1H-1,2,3-triazol-1-yl]-1-thio-alpha-D-galactopyranoside